COC1=NC=CC(=C1)C=1C=CC2=C(CCO2)C1NC(=O)N=[S@](=O)(N)C=1C=NN2C1OCC(C2)(C)C (R)-N'-((5-(2-methoxypyridin-4-yl)-2,3-dihydrobenzofuran-4-yl)carbamoyl)-6,6-dimethyl-6,7-dihydro-5H-pyrazolo[5,1-b][1,3]oxazine-3-sulfonimidamide